tert-butyl (R)-(1-oxopropan-2-yl)carbamate O=C[C@@H](C)NC(OC(C)(C)C)=O